C1(=CC(=CC=C1)C#N)C meta-Tolunitril